Methyl 6-allyloxycarbonyloxyamino-4,6-dideoxy-α-D-glucopyranoside C(C=C)OC(=O)ONC[C@@H]1C[C@@H]([C@H]([C@@H](OC)O1)O)O